C(CP1[C@H](CC[C@@H]1C1=CC=CC=C1)C1=CC=CC=C1)P1[C@H](CC[C@@H]1C1=CC=CC=C1)C1=CC=CC=C1 (2R,2'R,5R,5'R)-1,1'-(1,2-Ethanediyl)bis[2,5-diphenylphospholane]